N-(2-(1-(5-phenyl-2-(2-pyridyl)thieno[2,3-d]pyrimidin-4-yl)-4-piperidinyl)ethyl)sulfonamide C1(=CC=CC=C1)C1=CSC=2N=C(N=C(C21)N2CCC(CC2)CCNS(=O)=O)C2=NC=CC=C2